2-cyanoethyl (1-(7-(diethylamino)-2-oxo-2H-chromene-3-carbonyl)piperidin-4-yl) diisopropylphosphoramidite C(C)(C)N(P(OCCC#N)OC1CCN(CC1)C(=O)C=1C(OC2=CC(=CC=C2C1)N(CC)CC)=O)C(C)C